2-FORMYL-4-[3-(N-METHYLAMINOCARBONYL)PHENYL]PHENOL C(=O)C1=C(C=CC(=C1)C1=CC(=CC=C1)C(=O)NC)O